OC1CCC(CC1)OC1=NC=C(C=N1)C(=O)N 2-(((1R,4R)-4-hydroxycyclohexyl)oxy)pyrimidine-5-carboxamide